ClC1=C(OCC(CO)O)C=CC(=C1)S(=O)(=O)C1=CC(=C(C=C1)OCC(CCl)O)Cl 3-(2-chloro-4-((3-chloro-4-(3-chloro-2-hydroxypropoxy)phenyl)sulfonyl)phenoxy)propane-1,2-diol